tert-butyl-[[4-fluoro-5-(methoxymethoxy)-2-pyridinyl]methoxy]-dimethyl-silane C(C)(C)(C)[Si](C)(C)OCC1=NC=C(C(=C1)F)OCOC